3,5-Dimethyl-2,6-bis(trifluoromethyl)pyridin-4-amine CC=1C(=NC(=C(C1N)C)C(F)(F)F)C(F)(F)F